2-mercapto-5-(2-ethylhexyl-dithio)-1,3,4-thiadiazole SC=1SC(=NN1)SSCC(CCCC)CC